(1r,4r)-4-(3-chloroanilino)-2'-{3-[(5-methylpyrimidin-4-yl)oxy]propyl}-2',3'-dihydrospiro[cyclohexane-1,1'-indene]-4-carboxylic acid ClC=1C=C(NC2(CCC3(C(CC4=CC=CC=C34)CCCOC3=NC=NC=C3C)CC2)C(=O)O)C=CC1